4-(4-((4-tert-butylpiperidin-1-yl)methyl)-3-fluorobenzylamino)-2-(2,6-dioxopiperidin-3-yl)isoindoline-1,3-dione C(C)(C)(C)C1CCN(CC1)CC1=C(C=C(CNC2=C3C(N(C(C3=CC=C2)=O)C2C(NC(CC2)=O)=O)=O)C=C1)F